6-((5-(4-(trifluoromethoxy)phenyl)-1,3,4-oxadiazol-2-yl)amino)pyridin-3-ol FC(OC1=CC=C(C=C1)C1=NN=C(O1)NC1=CC=C(C=N1)O)(F)F